2-((5-Bromo-2-((4-(4-(prop-2-yn-1-yl)piperazin-1-yl)phenyl)amino)pyrimidin-4-yl)amino)-N-methylbenzamide BrC=1C(=NC(=NC1)NC1=CC=C(C=C1)N1CCN(CC1)CC#C)NC1=C(C(=O)NC)C=CC=C1